C(C)(=O)C1=C(C=C(C=C1)Cl)C=1C(=NN(C(C1)=O)C(C(=O)NC1=CC=C(C(=O)O)C=C1)CC1=CC=C(C=C1)Br)OC 4-(2-(4-(2-acetyl-5-chlorophenyl)-3-methoxy-6-oxopyridazin-1(6H)-yl)-3-(4-bromophenyl)propionamido)benzoic acid